methyl 2-{[(2S)-4-(tert-butoxycarbonyl)-2-methylpiperazin-1-yl] methyl}-3-methyl-3H-imidazo[4,5-b]pyridine-5-carboxylate C(C)(C)(C)OC(=O)N1C[C@@H](N(CC1)CC1=NC=2C(=NC(=CC2)C(=O)OC)N1C)C